3-chloro-2-fluoro-5,6,7,8-tetrahydronaphthalene-1-carbaldehyde ClC=1C(=C(C=2CCCCC2C1)C=O)F